ClC1=CC(=C(C=C1Cl)[C@@H](C1CCN(CC1)C(=O)[C@@H]1CN(CC1)C(=O)OC(C)(C)C)N[S@@](=O)C(C)(C)C)OCC=C tert-butyl (3S)-3-[4-[(R)-[4,5-dichloro-2-(prop-2-en-1-yloxy)phenyl]([[(S)-2-methylpropane-2-sulfinyl]amino])methyl]piperidine-1-carbonyl]pyrrolidine-1-carboxylate